N-(2-(2-cyano-4,4-difluoropyrrolidin-1-yl)-2-oxoethyl)-6-(2-(2-methylpyridin-4-yl)vinyl)quinoline-4-carboxamide C(#N)C1N(CC(C1)(F)F)C(CNC(=O)C1=CC=NC2=CC=C(C=C12)C=CC1=CC(=NC=C1)C)=O